bis[2-[(4,5-dihydro-3-methyl-5-oxo-1-phenyl-1H-pyrazol-4-yl) azo] benzoate] chromate [Cr](=O)(=O)(O)O.CC1=NN(C(C1N=NC1=C(C(=O)O)C=CC=C1)=O)C1=CC=CC=C1.CC1=NN(C(C1N=NC1=C(C(=O)O)C=CC=C1)=O)C1=CC=CC=C1